3-(4-(3-bromoprop-1-en-1-yl)-1-carbonylisoindolin-2-yl)piperidine-2,6-dione BrCC=CC1=C2CN(C(C2=CC=C1)=C=O)C1C(NC(CC1)=O)=O